COC=1C2=C(N=C(N1)C=C)CN(C2)C(=O)OC(C)(C)C Tert-Butyl 4-methoxy-2-vinyl-5,7-dihydro-6H-pyrrolo[3,4-d]pyrimidine-6-carboxylate